4-bromo-3-(2-((tert-butyldimethylsilyl)oxy)ethoxy)aniline BrC1=C(C=C(N)C=C1)OCCO[Si](C)(C)C(C)(C)C